DIHYDROQUINOLINE-2-ONE N1C(CCC2=CC=CC=C12)=O